C(C(C)C)(=O)OC(C)(C=C)CCC=C(C)C linalyl isobutyrate